2,4-di-butylphenyl phosphite P(OC1=C(C=C(C=C1)CCCC)CCCC)([O-])[O-]